tert-Butyl 5-acetyl-2-(4-ethoxyphenyl)thiazole-4-carboxylate C(C)(=O)C1=C(N=C(S1)C1=CC=C(C=C1)OCC)C(=O)OC(C)(C)C